COC1=CC=C(CN2C(N(CCC2=O)C2=CC=C(C=C2)N2CCN(CC2)C(=O)OC(C)(C)C)=O)C=C1 tert-Butyl 4-(4-(3-(4-methoxybenzyl)-2,4-dioxotetrahydropyrimidin-1(2H)-yl)phenyl)piperazine-1-carboxylate